phenazine vanadium [V].C1=CC=CC2=NC3=CC=CC=C3N=C12